N-(6-chloro-4-methoxypyridin-3-yl)-1-(2-(3-hydroxy-1H-pyrazol-5-yl)acetyl)-3-(2-isopropylphenyl)azetidine-3-carboxamide ClC1=CC(=C(C=N1)NC(=O)C1(CN(C1)C(CC1=CC(=NN1)O)=O)C1=C(C=CC=C1)C(C)C)OC